1-{3-fluoro-5-methyl-2-[trans-4-(trifluoromethyl)cyclohexyl]pyrazolo[1,5-a]pyrimidin-7-yl}-3-azabicyclo[4.1.0]heptane FC=1C(=NN2C1N=C(C=C2C21CNCCC1C2)C)[C@@H]2CC[C@H](CC2)C(F)(F)F